3-acryloxypropyl-tris(butoxy)silane C(C=C)(=O)OCCC[Si](OCCCC)(OCCCC)OCCCC